benzyl ((1R,2R,3R,5S)-2-fluoro-8-azabicyclo[3.2.1]octan-3-yl)carbamate F[C@@H]1[C@H]2CC[C@@H](C[C@H]1NC(OCC1=CC=CC=C1)=O)N2